silver antimonyl-sulfur cyclopropylmethyl-3-{[(2E)-3-[imino(oxo)phenyl-λ6-sulfanyl]prop-2-en-1-yl]carbamoyl}-2-oxo-1,2,5,6,7,8-hexahydro-1,6-naphthyridine-6-carboxylate C1(CC1)COC(=O)N1CC=2C=C(C(NC2CC1)=O)C(NC\C=C\S(C1=CC=CC=C1)(=O)=N)=O.[Sb](=O)#[S].[Ag]